[(2R,3S,4R,5R)-5-[4-(cyclopentylamino)-2-(3-methylbut-1-ynyl)pyrrolo[2,3-d]-pyrimidin-7-yl]-3,4-dihydroxy-tetrahydro-furan-2-yl]methoxy-methylphosphonic acid C1(CCCC1)NC=1C2=C(N=C(N1)C#CC(C)C)N(C=C2)[C@H]2[C@@H]([C@@H]([C@H](O2)COCP(O)(O)=O)O)O